ClC1=CC=C(C=C1)C=1N=C(SC1)NC(C1=C(C=C(C=C1)F)NS(=O)(=O)C1=CC=C(C=C1)C)=O N-(4-(4-chlorophenyl)thiazol-2-yl)-4-fluoro-2-((4-methylphenyl)sulfonamido)benzamide